methyltris(dimethylsilyl)silane C[Si]([SiH](C)C)([SiH](C)C)[SiH](C)C